N-[(1-benzyl-1H-benzimidazol-2-yl)-methyl]benzylamine C(C1=CC=CC=C1)N1C(=NC2=C1C=CC=C2)CNCC2=CC=CC=C2